ClC1=CC=C(S1)COC1=C(C(=NN1C(=O)C=1OC=CC1)C1CN(CCC1C)C(=O)N1CCCC1)C#N 5-[(5-chlorothiophen-2-yl)methoxy]-1-(furan-2-carbonyl)-3-[4-methyl-1-(pyrrolidine-1-carbonyl)piperidin-3-yl]-1H-pyrazole-4-carbonitrile